((2-methoxyethyl)(methyl)amino)but-2-enoic acid COCCN(C)C(C(=O)O)=CC